ClC=1N=C(N2N=C(N=CC21)S(=O)C)C(C)C2CCCC2 5-chloro-7-(1-cyclopentylethyl)-2-methanesulfinylimidazo[4,3-f][1,2,4]triazine